4-(4-(1,1-Difluoropropyl)-2,6-bis(benzyloxy)phenyl)-1-ethyl-5-methylindolin-2-one FC(CC)(F)C1=CC(=C(C(=C1)OCC1=CC=CC=C1)C1=C2CC(N(C2=CC=C1C)CC)=O)OCC1=CC=CC=C1